C1=CC=C(C=C1)C(=O)/C=C/C2=CC=C(C=C2)Cl The molecule is a member of the class of chalcones that is trans-chalcone substituted by a chloro group at position 4. It is a member of chalcones and a member of monochlorobenzenes. It derives from a trans-chalcone.